N-undecylpropane-1,3-diamine C(CCCCCCCCCC)NCCCN